methyl (E)-2-{2-[6-(6-methylpyridin-2-yloxy)pyrimidin-4-yloxy]phenyl}-3-methoxyacrylate CC1=CC=CC(=N1)OC1=CC(=NC=N1)OC1=C(C=CC=C1)/C(/C(=O)OC)=C\OC